5-((2-((4-(((5-Phenylthiazol-2-yl)methyl)amino)butyl)amino)ethyl)amino)benzo[c][2,6]naphthyridine-8-carboxamide C1(=CC=CC=C1)C1=CN=C(S1)CNCCCCNCCNC1=NC2=C(C3=CN=CC=C13)C=CC(=C2)C(=O)N